FC(S(=O)(=O)OC=1C2=C(N=CN1)C=CN=C2)(F)F pyrido[4,3-d]pyrimidin-4-yl trifluoromethanesulfonate